(3S,6S,9S,12S)-6-(aminomethyl)-9-cyclohexyl-16-hexyl-3-((S)-1-hydroxyethyl)-12-isobutyl-13-methyl-1,4,7,10,13,16-hexaazacyclooctadecane-2,5,8,11,14-pentaone NC[C@H]1C(N[C@H](C(NCCN(CC(N([C@H](C(N[C@H](C(N1)=O)C1CCCCC1)=O)CC(C)C)C)=O)CCCCCC)=O)[C@H](C)O)=O